CC1=NC(=NC=C1C)N 4,5-dimethyl-2-pyrimidinamine